tert-Butyl N-[2-[3-[2-[3-[[1-[(4aR,8aS)-3-oxo-4,4a,5,7,8,8a-hexahydropyrido[4,3-b][1,4]oxazine-6-carbonyl]-4-piperidyl]-phenylmethyl]phenoxy]ethylamino]-3-oxo-propoxy]ethyl]carbamate O=C1N[C@H]2[C@@H](OC1)CCN(C2)C(=O)N2CCC(CC2)C(C=2C=C(OCCNC(CCOCCNC(OC(C)(C)C)=O)=O)C=CC2)C2=CC=CC=C2